2-(2,4-dichlorophenyl)-5-(3-methyl-1H-pyrazol-4-yl)-1-{[2-(trimethylsilyl)ethoxy]methyl}-1H-pyrrole-3-carboxamide ClC1=C(C=CC(=C1)Cl)C=1N(C(=CC1C(=O)N)C=1C(=NNC1)C)COCC[Si](C)(C)C